2,5-Dimethylindene CC=1CC2=CC=C(C=C2C1)C